[N+](=O)([O-])C1=C(C=CC=C1)N[C@H](C(=O)N1CC2(CN(C2)C(=O)OC(C)(C)C)C1)CC1=CC=C(C=C1)C tert-butyl (S)-6-(2-((2-nitrophenyl)amino)-3-(p-tolyl)propanoyl)-2,6-diazaspiro[3.3]heptane-2-carboxylate